1-(2,2-Difluoroethyl)-3-fluoropiperidin-4-yl (8-amino-7-fluoro-6-(8-methyl-2,3-dihydro-1H-pyrido[2,3-b][1,4]oxazin-7-yl)isoquinolin-3-yl)carbamate NC=1C(=C(C=C2C=C(N=CC12)NC(OC1C(CN(CC1)CC(F)F)F)=O)C1=C(C2=C(OCCN2)N=C1)C)F